2-amino-4-(furan-2-yl)-7-((4-(trifluoromethyl)phenyl)methyl)-5H,7H-furo[3,4-d]pyrimidin-5-one NC=1N=C(C2=C(N1)C(OC2=O)CC2=CC=C(C=C2)C(F)(F)F)C=2OC=CC2